1-[(3R)-3-({4-[(2S)-2,3-dihydro-1,4-benzodioxin-2-yl]benzyl}amino)pyrrolidin-1-yl]ethanone O1[C@H](COC2=C1C=CC=C2)C2=CC=C(CN[C@H]1CN(CC1)C(C)=O)C=C2